CN1CC[C@@]2(CCCC[C@H]12)C1=NC=CC2=C1C(=NN2C)C [(3aR,7aS)-1-Methyl-3,4,5,6,7,7a-hexahydro-2H-indol-3a-yl]-1,3-dimethyl-pyrazolo[4,3-c]pyridine